C(C)(C)(C)OC(=O)N(C=1N=CN(C(C1C(=O)OC)=O)C1=C(C=C(C=C1C)COC)C)C(=O)OC(C)(C)C methyl 4-(bis(tert-butoxycarbonyl)amino)-1-(4-(methoxymethyl)-2,6-dimethylphenyl)-6-oxo-1,6-dihydropyrimidine-5-carboxylate